C(C1=CC=CC=C1)C1=NC(=NN1)C(=O)N[C@H]1CCC2=C(N(C1=O)C)C=C(C=C2)C#CC=2C=NC=CC2 (S)-5-Benzyl-N-(1-methyl-2-oxo-8-(pyridin-3-ylethynyl)-2,3,4,5-tetrahydro-1H-benzo[b]azepin-3-yl)-1H-1,2,4-triazole-3-carboxamid